C(C)C1=NN(C(=C1)CO)COCC[Si](C)(C)C (3-ethyl-1-((2-(trimethylsilyl)ethoxy)methyl)-1H-pyrazol-5-yl)methanol